C(CCCCCCCC=CC=CCC=CCCCCC)(=O)O 9,11,14-eicosatrienoic acid